(1S,5S)-N-(4-(1-ethyl-3-phenyl-1H-pyrazol-4-yl)-7-methoxyquinazolin-6-yl)-3-oxabicyclo[3.1.0]hexane-1-carboxamide C(C)N1N=C(C(=C1)C1=NC=NC2=CC(=C(C=C12)NC(=O)[C@@]12COC[C@H]2C1)OC)C1=CC=CC=C1